FC=1C(=NC(=NC1)C1=CCC(CC1)CC1=NC=2C(=NC(=CC2)C(=O)OC)N1CCOC)OCOC methyl 2-((4-(5-fluoro-4-(methoxymethoxy)pyrimidin-2-yl)cyclohex-3-en-1-yl)methyl)-3-(2-methoxyethyl)-3H-imidazo[4,5-b]pyridine-5-carboxylate